NC1=NC=C(C=2C1=CNN2)NC(=O)C(=O)N(CC2=NC=CC=C2)CC2=CC=CC1=CC=CC=C21 N-(4-amino-2H-pyrazolo[4,3-c]pyridin-7-yl)-N'-(1-naphthylmethyl)-N'-(2-pyridylmethyl)oxamide